N4-(4-iodophenyl)pyrimidine-2,4-diamine IC1=CC=C(C=C1)NC1=NC(=NC=C1)N